The molecule is an organic anion resulting from the deprotonation of the enol moiety of trichosetin. It has a role as an antibacterial agent and a phytotoxin. It is a conjugate base of a trichosetin. C/C=C/[C@@H]1C=C[C@@H]2C[C@@H](CC[C@H]2[C@]1(C)/C(=C/3\\C(=O)[C@@H](NC3=O)CO)/[O-])C